2-Chloro-N-[1-(2-cyclopropylpyridin-4-yl)-1H-indazol-4-yl]-5-{[(2,2-dimethylpropanoyl)amino]methyl}benzamide hydrochloride Cl.ClC1=C(C(=O)NC2=C3C=NN(C3=CC=C2)C2=CC(=NC=C2)C2CC2)C=C(C=C1)CNC(C(C)(C)C)=O